COC(=O)N1[C@H](CCC2=C3C(=CC=C12)N(C(=N3)CC(C(=O)OC)C3=CC=CC=C3)C3CCOCC3)C methyl-(7S)-2-(3-methoxy-3-oxo-2-phenylpropyl)-7-methyl-3-(oxan-4-yl)-3H,6H,7H,8H,9H-imidazo[4,5-f]quinoline-6-carboxylate